N-(1-(3-cyclopropylbenzyl)-1H-indol-5-yl)acrylamide C1(CC1)C=1C=C(CN2C=CC3=CC(=CC=C23)NC(C=C)=O)C=CC1